CCCC(C)O 3-n-Propyl-1-Ethanol